BrC1=CC=CC2=NC3=CC=CC=C3N=C12 Bromophenazine